FC1=C(C=CC=C1)NC(=O)[C@@H]1C(N(C[C@@H]1C1=CC(=CC=C1)C(F)(F)F)C)=O (3R,4S)-N-(2-fluorophenyl)-1-methyl-2-oxo-4-[3-(trifluoromethyl)phenyl]-3-pyrrolidinecarboxamide